(5-amino-1H-imidazol-2-yl)(6,7-dichloro-1-methyl-1,3,4,5-tetrahydro-2H-pyrido[4,3-b]indol-2-yl)methanone NC1=CN=C(N1)C(=O)N1C(C2=C(NC=3C(=C(C=CC23)Cl)Cl)CC1)C